NC=1C(N(C=CC1)C1=NC(=CC=C1)C)=O 3-amino-1-(6-methyl-2-pyridyl)pyridin-2-one